tert-butyl (S)-2-(cyanomethyl)-4-((R)-5-fluoro-2'-(((S)-1-methylpyrrolidin-2-yl)methoxy)-3,4,5',8'-tetrahydro-1H,6'H-spiro[naphthalene-2,7'-quinazolin]-4'-yl)piperazine-1-carboxylate C(#N)C[C@@H]1N(CCN(C1)C1=NC(=NC=2C[C@@]3(CCC12)CC1=CC=CC(=C1CC3)F)OC[C@H]3N(CCC3)C)C(=O)OC(C)(C)C